carbamic acid (5-((2,6-dioxopiperidin-3-yl)(methyl)carbamoyl)-2,3-dihydrobenzofuran-7-yl)methyl ester O=C1NC(CCC1N(C(=O)C=1C=C(C2=C(CCO2)C1)COC(N)=O)C)=O